C1(CC1)C=1C(=C2C=NNC2=CC1)CNC(=O)C=1SC(=CC1)OC N-((5-cyclopropyl-1H-indazol-4-yl)methyl)-5-methoxythiophene-2-carboxamide